FC(C)(F)C1=NC(=CC(=N1)N1CC2(C=3C=NC(=CC31)NC(C)=O)CC2)NCC(C)F N-(1'-(2-(1,1-difluoroethyl)-6-((2-fluoropropyl)amino)pyrimidin-4-yl)-1',2'-dihydrospiro[cyclopropane-1,3'-pyrrolo[3,2-c]pyridin]-6'-yl)acetamide